CC1(N(CCN(C1)C(=O)OC(C)(C)C)C(=O)OC(C)(C)C)C(=O)[O-] 1,4-di-tert-butyl 2-methylpiperazine-1,2,4-tricarboxylate